C(C)NC(C1=C(C=C(C=C1)F)SC1=CC=C2C=NNC2=C1)=O N-ethyl-4-fluoro-2-(1H-indazol-6-ylsulfanyl)benzamide